C(C1=CC=CC=C1)(=O)N1C2CCC1CC1=C2C=C(C=C1)[C@H](CC(=O)OCC)C1=C(C2=C(N(N=N2)CC)C=C1)C ethyl (3S)-3-(10-benzoyl-6,7,8,9-tetrahydro-5H-5,8-epiminobenzo[7]annulen-3-yl)-3-(1-ethyl-4-methyl-1H-benzo[d][1,2,3]triazol-5-yl)propanoate